N1=CC(=CC2=CC=CC=C12)C=1C=C(C=C(C1)C=1C=NC2=CC=CC=C2C1)C=1C=CC=NC1 5-{3,5-bis(quinoline-3-yl)phenyl}pyridine